NC=1C=CC(=C(C1)C(C(=O)N(C)OC)C)F (5-amino-2-fluorophenyl)-N-methoxy-N-methylpropanamide